lithium 2-(tert-butyl)-2-ethylpropanedioate C(C)(C)(C)C(C(=O)[O-])(C(=O)[O-])CC.[Li+].[Li+]